ClC1=CC=C(C=C1)N1N=C(C=C1)C(=O)N[C@@H]1CN(CC1)C=1C=2N(C=CN1)C=CC2 1-(4-chlorophenyl)-N-[(3S)-1-pyrrolo[1,2-a]pyrazin-1-ylpyrrolidin-3-yl]pyrazole-3-carboxamide